O1CCOC12CCN(CC2)C2=NC=CC(=N2)NC=2N=CC1=C(C=CC(=C1C2)C(C)C)N2CC(C2)CS(=O)(=O)C N-(2-{1,4-dioxa-8-azaspiro[4.5]decan-8-yl}pyrimidin-4-yl)-8-[3-(methane-sulfonylmethyl)azetidin-1-yl]-5-(propan-2-yl)isoquinolin-3-amine